3-(6-chloro-3-(methylamino)-2,3-dihydro-1H-inden-5-yl)-6-((1-(4,4-difluoro-3-(3-fluoro-1H-pyrazol-1-yl)butyryl)-4-hydroxypiperidin-4-yl)methyl)isothiazolo[4,3-d]pyrimidin-7(6H)-one ClC1=C(C=C2C(CCC2=C1)NC)C=1SN=C2C1N=CN(C2=O)CC2(CCN(CC2)C(CC(C(F)F)N2N=C(C=C2)F)=O)O